3-bromo-10-chloro-8,9-dihydro-cyclopenta[f]pyrido[3,2-b]indol-7(5H)-one BrC1=CC=2NC=3C=C4C(=C(C3C2N=C1)Cl)CCC4=O